5-(1,4,5,6-tetrahydropyridin-2-yl)benzo[d]thiazole N1C(=CCCC1)C=1C=CC2=C(N=CS2)C1